3-deoxy-mannose O=C[C@@H](O)C[C@H](O)[C@H](O)CO